OC(C(=O)NC)(CN1N=CC(=C1)CN1[C@H](C[C@@]2(CC1)OCCC1=C2SC(=C1CO)C(F)(F)F)C)C 2-Hydroxy-3-[4-[[(2'S,7R)-3-(hydroxymethyl)-2'-methyl-2-(trifluoromethyl)spiro[4,5-dihydrothieno[2,3-c]pyran-7,4'-piperidine]-1'-yl]methyl]pyrazol-1-yl]-N,2-dimethyl-propanamide